3-[(4-bromophenyl)methyl]-3-fluoro-pyrrolidine, hydrochloride Cl.BrC1=CC=C(C=C1)CC1(CNCC1)F